(dimethylammonium) propane-sulfonate C(CC)S(=O)(=O)[O-].C[NH2+]C